CS(=O)(=O)C=1C=C2C=C(NC2=CC1)C(=O)O 5-(methylsulfonyl)-1H-indole-2-carboxylic acid